(±)-cis-ethyl-2-(pyridin-2-yl)cyclopropanecarboxylate C(C)OC(=O)[C@H]1[C@H](C1)C1=NC=CC=C1 |r|